1-chloro-3,6-diiodocarbazole ClC1=CC(=CC=2C3=CC(=CC=C3NC12)I)I